(1R,2R)-2-amino-1-(p-methylsulfonylphenyl)-2-amino-1-[4-(methylsulfonyl)phenyl]-1,3-propanediol NC(C(O)(C1=CC=C(C=C1)S(=O)(=O)C)C1=CC=C(C=C1)S(=O)(=O)C)(CO)N